CC=1N=CSC1C=CC=O 3-(4-methylthiazol-5-yl)-2-propen-1-one